monomethyl 2-pentenediate C(C=CCC(=O)[O-])(=O)OC